D-Threono-1,4-Lacton C1([C@@H](O)[C@H](O)CO1)=O